C(C#CC)(=O)N1C[C@@H](N(C[C@@H]1C)C=1C2=C(N(C(N1)=O)C=1C(=NC=CC1C)C(C)C)N=C(C(=C2)F)C2=C(C=CC=C2)F)C 4-((2S,5S)-4-(but-2-ynoyl)-2,5-dimethylpiperazin-1-yl)-6-fluoro-7-(2-fluorophenyl)-1-(2-isopropyl-4-methylpyridin-3-yl)pyrido[2,3-d]pyrimidin-2(1H)-one